[I-].OC(C(CCCCCCCC)N1C=[N+](C=C1)CC1=CC=C(C=C1)C=C)CCCCCCCC(=O)OC 1-(10-Hydroxy-18-methoxy-18-oxo-octadecan-9-yl)-3-(4-vinylbenzyl)-1H-imidazolium iodid